2-bromo-5H-[1,3,4]thiadiazolo[2,3-b]quinazolin-5-one BrC1=NN2C(=NC3=CC=CC=C3C2=O)S1